ClC1=C(C(C2=CC=CC=C2C1OC1=CC=CC=C1)OC1=CC=CC=C1)NCC1=C(C(=O)O)C=CC=C1 (((3-chloro-1,4-diphenoxy-1,4-dihydronaphthalen-2-yl)amino)methyl)benzoic acid